tert-butyl 4-(3-methyl-2-oxo-1H-benzimidazol-5-yl)pyridine-2-carboxylate CN1C(NC2=C1C=C(C=C2)C2=CC(=NC=C2)C(=O)OC(C)(C)C)=O